tert-butyl N-ethyl-N-[5-fluoro-3-[(3R)-3-[(3-fluorosulfonylbenzoyl)amino]-1-piperidyl]-3-methyl-2-OXO-indolin-7-yl]carbamate C(C)N(C(OC(C)(C)C)=O)C=1C=C(C=C2C(C(NC12)=O)(C)N1C[C@@H](CCC1)NC(C1=CC(=CC=C1)S(=O)(=O)F)=O)F